chloro(2-dicyclohexylphosphino-2',6'-di-isopropyl-Oxy-1,1'-biphenyl) ClC=1C(=C(C=CC1)C1=C(C=CC=C1OC(C)C)OC(C)C)P(C1CCCCC1)C1CCCCC1